ethylenebis(capramide) C(CNC(=O)CCCCCCCCC)NC(=O)CCCCCCCCC